2,2-Difluorobenzo[d][1,3]dioxol-4-ol FC1(OC2=C(O1)C=CC=C2O)F